BrC1=CC=C(OC2=CC(=CC=C2)F)C=C1 1-(4-bromophenoxy)-3-fluorobenzene